S1CCN(CC1)C([C@@H]1[C@H]([C@H]([C@@H](O1)N1C=NC=2C(O)(NC(N)=NC12)Cl)O)O)O 5'-thiomorpholino-6-chloroguanosine